COC1=CC(=CN=N1)C=1C=CC2=C(C1)COC1=NC(=CC=C12)N(C1C[C@H]2COC[C@@H](C1)N2C(=O)OC(C)(C)C)C tert-butyl (1R,5S,7s)-7-{[8-(6-methoxypyridazin-4-yl)-6H-isochromeno[3,4-b]pyridin-3-yl](methyl)amino}-3-oxa-9-azabicyclo[3.3.1]nonane-9-carboxylate